C(C)C1=C(OC2=C(C=C(C=C2)C2C=3C(NC(C2)=O)=NNC3)OC)C=CC=C1 4-[4-(2-ethylphenoxy)-3-methoxyphenyl]-2h,4h,5h,6h,7h-pyrazolo[3,4-b]pyridin-6-one